CC1(COC1)N[C@H]1C[C@H](N(CC1)C(=O)N1CC2(CCCC2)[C@@H](CC1)CN1C(C=C(C=C1)C1=CC=CC=C1)=O)C1=CC=CC=C1 1-(((R)-7-((2S,4R)-4-((3-Methyloxetan-3-yl)amino)-2-phenylpiperidine-1-carbonyl)-7-azaspiro[4.5]decan-10-yl)methyl)-4-phenylpyridin-2(1H)-one